ClC=1C=C2C(=NC(=NC2=C(C1C1=CC(=CC2=CC=C(C(=C12)CC)F)OCOC)F)OC[C@]12CCCN2C[C@@H](C1)F)N1CC(CCCC1)F 6-chloro-7-(8-ethyl-7-fluoro-3-(methoxymethoxy)naphthalen-1-yl)-8-fluoro-4-(3-fluoroazepan-1-yl)-2-(((2R,7aS)-2-fluorotetrahydro-1H-pyrrolizin-7a(5H)-yl)methoxy)quinazoline